C1(=CC=C(C=C1)S(=O)(=O)OC1CC2(CN(C2)C(=O)OC(C)(C)C)C1)C tert-butyl 6-(p-tolylsulfonyloxy)-2-azaspiro[3.3]heptane-2-carboxylate